BrC1=CNC(C2=C1N=C(N=C2NC2=CC=C(C=C2)OC2=CC=CC=C2)NC2CCN(CC2)CC)=O 8-bromo-2-(1-ethylpiperidin-4-ylamino)-4-(4-phenoxyphenylamino)pyrido[4,3-d]pyrimidin-5(6H)-one